dodecyndiol C(C#CCCCCCCCCC)(O)O